4-(2,5-difluorophenyl)-2-(1-ethoxyvinyl)-3-nitropyridine FC1=C(C=C(C=C1)F)C1=C(C(=NC=C1)C(=C)OCC)[N+](=O)[O-]